The molecule is a sulfone compound having two S-phenyl substituents. It has been found in plants like Gnidia glauca and Dioscorea bulbifera. It has a role as a plant metabolite. C1=CC=C(C=C1)S(=O)(=O)C2=CC=CC=C2